[Al+3].C[N-]C.C[N-]C.C[N-]C dimethylamide aluminum